ClC=1C(=C(/C=N/O)C(=C(C1OCF)C\C=C(\C=C\[C@@]1([C@H](/C(/CC[C@H]1C)=N/O)C)C)/C)O)C (E)-3-chloro-4-(fluoromethoxy)-6-hydroxy-5-((2E,4E)-5-((1R,2R,6R,E)-3-(hydroxyimino)-1,2,6-trimethylcyclohexyl)-3-methylpenta-2,4-dien-1-yl)-2-methylbenzaldehyde oxime